(S)-2-(1-cyclopropyl-3-methyl-4-oxo-1,4-dihydro-5H-pyrrolo[2,3-d]pyridazin-5-yl)-N-(1-(4-(trifluoromethyl)phenyl)ethyl)acetamide C1(CC1)N1C=C(C2=C1C=NN(C2=O)CC(=O)N[C@@H](C)C2=CC=C(C=C2)C(F)(F)F)C